(2R,3R)-2,3-bis((4-methylbenzoyl)oxy)succinat CC1=CC=C(C(=O)O[C@@H](C(=O)[O-])[C@H](C(=O)[O-])OC(C2=CC=C(C=C2)C)=O)C=C1